Octane-6-carboxylic acid benzyl ester C(C1=CC=CC=C1)OC(=O)C(CCCCC)CC